NC1=NC=CC=C1C1=NC=2C(=NC(=CC2)C2=CC=CC=C2)N1C1=CC=C(CNC(=O)C2=CC(=C(C(=O)O)C=C2)N(C)C)C=C1 4-((4-(2-(2-aminopyridin-3-yl)-5-phenyl-3H-imidazo[4,5-b]pyridin-3-yl)benzyl)carbamoyl)-2-(dimethyl-amino)benzoic acid